6-aza-2-thiothymine gold [Au].N1C(=S)NC(=O)C(C)=N1